3-chloro-N-(2,4-dimethoxybenzyl)-2,6-difluoro-N-(6-fluoropyridin-2-yl)-4-((3aS,6aR)-3a-methoxyhexahydropyrrolo[3,4-c]pyrrol-2(1H)-yl)benzenesulfonamide formate salt C(=O)O.ClC=1C(=C(C(=CC1N1C[C@H]2CNC[C@@]2(C1)OC)F)S(=O)(=O)N(C1=NC(=CC=C1)F)CC1=C(C=C(C=C1)OC)OC)F